1-(6-(1-aminocyclobutyl)pyridin-2-yl)-6-(trifluoromethoxy)-1H-indole-2-carboxamide NC1(CCC1)C1=CC=CC(=N1)N1C(=CC2=CC=C(C=C12)OC(F)(F)F)C(=O)N